ClC1=C(C(=CC=C1)Cl)C1CN(C1)C=1C=CC(=NC1)CN1CC(C1)(O)C ((5-(3-(2,6-dichlorophenyl)azetidin-1-yl)pyridin-2-yl)methyl)-3-methylazetidin-3-ol